N-(2-(1-heptyl-5-methoxy-1H-indol-3-yl)ethyl)benzenesulfonamide C(CCCCCC)N1C=C(C2=CC(=CC=C12)OC)CCNS(=O)(=O)C1=CC=CC=C1